methyl-(tris(1,1-dimethyl-2-propynyl-oxy))silane C[Si](OC(C#C)(C)C)(OC(C#C)(C)C)OC(C#C)(C)C